C(C)(CC)NC1=CC=C(C=C1)C1=CC=C(NC(C)CC)C=C1 N,N'-Disec.butylbenzidin